allyl-1-[6-(4-piperidylamino)-2-pyridyl]-6-m-toluidino-1,2-dihydro-3H-1,2,5,7-tetraazainden-3-one C(C=C)N1N(C2=NC(=NC=C2C1=O)NC=1C=C(C=CC1)C)C1=NC(=CC=C1)NC1CCNCC1